(S)-1-(3-Bromo-5-(cyclopropyl-methyl)benzyl)-3-methylpiperidine BrC=1C=C(CN2C[C@H](CCC2)C)C=C(C1)CC1CC1